1-(4-(5-(trifluoromethyl)-1,2,4-oxadiazol-3-yl)phenyl)-1H-pyrrole-3-carboxamide FC(C1=NC(=NO1)C1=CC=C(C=C1)N1C=C(C=C1)C(=O)N)(F)F